(3-(3-Amino-2-methoxyphenyl)-1-cyclopropyl-1H-pyrazol-5-yl)dimethylphosphine oxide NC=1C(=C(C=CC1)C1=NN(C(=C1)P(C)(C)=O)C1CC1)OC